C1(=C(C(=C(C(=C1[2H])[2H])[2H])[2H])[2H])N phenyl-d5-amine